CC(C(=O)O)(C)NC(C(F)(F)F)=O 2-methyl-2-[(2,2,2-trifluoroacetyl)amino]Propionic acid